1,1,2,3,3-pentamethyl-indan CC1(C(C(C2=CC=CC=C12)(C)C)C)C